(4-((5-Chloro-4-((2-(isopropylsulfonyl)phenyl)amino)pyrimidin-2-yl)amino)-5-methoxy-2-methylphenyl)methanol ClC=1C(=NC(=NC1)NC1=CC(=C(C=C1OC)CO)C)NC1=C(C=CC=C1)S(=O)(=O)C(C)C